C1(CCCC1)NC(CN1N=C(C=CC1=O)C1=CC=C(C=C1)OC)=O N-cyclopentyl-2-(3-(4-methoxyphenyl)-6-oxopyridazin-1(6H)-yl)acetamide